C(C1=CC=CC=C1)OC(=O)N1[C@H](CN(CC1)C=1C2=C(N=C(N1)OC[C@H]1N(CCC1)C)CN(CC2)C(=O)OC(C)(C)C)CC#N tert-butyl 4-((S)-4-((benzyloxy) carbonyl)-3-(cyanomethyl) piperazin-1-yl)-2-(((S)-1-methylpyrrolidin-2-yl) methoxy)-5,6-dihydropyrido[3,4-d]pyrimidine-7(8H)-carboxylate